FC=1C=C(C(=O)N(C23CC(C2)(C3)C3=CC=C(C=C3)N3CCCC3)C)C=C(C1O)C=O 3-fluoro-5-formyl-4-hydroxy-N-methyl-N-(3-(4-(pyrrolidin-1-yl)phenyl)bicyclo[1.1.1]pentan-1-yl)benzamide